C(C)(C)NC1CN(CC12CC2)C(=O)OC(C)(C)C tert-Butyl 7-(isopropylamino)-5-azaspiro[2.4]heptane-5-carboxylate